O[C@@H](C(=O)O)CC1=CC=CC=C1 (R)-2-Hydroxy-3-phenylpropanoic acid